FC=1C(=NC=NC1)[Sn](C)(C)C 5-fluoro-4-(trimethylstannyl)pyrimidine